6-({3-Cyano-6-[(oxan-4-yl)amino]imidazo[1,2-b]pyridazin-8-yl}amino)-2-(2,2-difluoroethoxy)-N-[(oxolan-2-yl)methyl]pyridin-3-carboxamid C(#N)C1=CN=C2N1N=C(C=C2NC2=CC=C(C(=N2)OCC(F)F)C(=O)NCC2OCCC2)NC2CCOCC2